CC1N(C(CN(C1)C1=NN(C(=C1)C)C1=CC=C(C=C1)OC(F)(F)F)C)C(CN1CCOCC1)=O 1-[2,6-dimethyl-4-[5-methyl-1-[4-(trifluoromethoxy)phenyl]pyrazol-3-yl]piperazin-1-yl]-2-morpholino-ethanone